(E)-3-(3,4-bis(methoxymethoxy)phenyl)-N-(5-hydroxy-8-methoxy-2,2-dimethyl-7-(3-methylbut-2-en-1-yl)-6-carbonyl-2H,6H-pyrano[3,2-b]xanthen-9-yl)acryloylamide COCOC=1C=C(C=CC1OCOC)\C(=C/C(=O)[NH-])\C1=CC=2OC=3C=C4C(=C(C3C(C2C(=C1OC)CC=C(C)C)=C=O)O)C=CC(O4)(C)C